2'-fluoro-4'-(5-methyl-1,2,4-oxadiazol-3-yl)-[1,1'-biphenyl]-4-carbonyl chloride FC1=C(C=CC(=C1)C1=NOC(=N1)C)C1=CC=C(C=C1)C(=O)Cl